N1C=NC(=C1)CCNC(=O)CCCC(=O)O 4-{[2-(1H-imidazol-4-yl)ethyl]carbamoyl}butanoic acid